CC1OC2=C(CNC1)C=CC=C2 2-methyl-2,3,4,5-tetrahydro-1,4-benzoxazepine